ClC1=CC=C(C=N1)C1=NOC(=C1CN1N=CC(=CC1=O)N1CC(C1)OC1CCC1)C 2-((3-(6-chloropyridin-3-yl)-5-methylisoxazol-4-yl)methyl)-5-(3-cyclobutoxyazetidin-1-yl)pyridazin-3(2H)-one